ClC1=CC=C(CN2C=C(C3=CC=C(C=C23)NS(=O)(=O)C2CC2)C)C=C1 N-(1-(4-chlorobenzyl)-3-methyl-1H-indol-6-yl)cyclopropanesulfonamide